OC=1C=C(C=CC1O)CC(=O)OCC(CCCCCCCCCCCCCCC)C 2-methylheptadecyl 3,4-dihydroxyphenylacetate